2-{[(3R,4S)-1-acryloyl-4-methoxypiperidin-3-yl]amino}-N-[(2S)-1-methoxypropan-2-yl]-5H-pyrrolo[2,3-b]pyrazine-7-carboxamide C(C=C)(=O)N1C[C@H]([C@H](CC1)OC)NC=1N=C2C(=NC1)NC=C2C(=O)N[C@H](COC)C